4-(aminomethyl)-1-methylpyridin-2(1H)-one NCC1=CC(N(C=C1)C)=O